BrC1=CC=C2CCC(C2=C1)O 6-bromo-2,3-dihydro-1H-inden-1-ol